1-(4-(difluoromethoxy)phenyl)-7-ethoxy-3-(2-hydroxy-1-methyl-1H-benzo[d]imidazol-6-yl)-1,8-naphthyridin-2(1H)-one FC(OC1=CC=C(C=C1)N1C(C(=CC2=CC=C(N=C12)OCC)C=1C=CC2=C(N(C(=N2)O)C)C1)=O)F